ClC1=C(C=CC(=C1)Cl)C1=CC(=CC=C1)S(=O)(=O)N[C@@H](CC=1C=C(C=CC1)C(N)=NO)C1=NN=CN1C 3-[(2S)-2-{2',4'-dichloro-[1,1'-biphenyl]-3-sulfonamido}-2-(4-methyl-4H-1,2,4-triazol-3-yl)ethyl]-N'-hydroxybenzene-1-carboximidamide